2-benzothiazoleacetic acid S1C(=NC2=C1C=CC=C2)CC(=O)O